1-butylsulfonic acid hydrogen sulfate S(=O)(=O)(O)O.C(CCC)S(=O)(=O)O